(2S,4R)-9-[1-(2-aminoethyl)azetidin-3-yl]oxy-5,5-dihydroxy-6-oxa-5-boranuidatricyclo[5.4.0.02,4]undeca-1(7),8,10-triene-8-carboxylic acid NCCN1CC(C1)OC1=C(C=2O[B-]([C@@H]3C[C@@H]3C2C=C1)(O)O)C(=O)O